ClC1=C2C(=NC=C1C=1C=C(C=CC1)N1C(CN(CC1)S(=O)(=O)CCOC)=O)NC=C2CC(F)F 1-(3-(4-chloro-3-(2,2-difluoroethyl)-1H-pyrrolo[2,3-b]pyridin-5-yl)phenyl)-4-((2-methoxyethyl)sulfonyl)piperazin-2-one